4-(4-Chlorophenyl)-1-(4-methyl-3-(pyridin-4-yl)-1H-pyrazol-5-yl)piperidin-2-one ClC1=CC=C(C=C1)C1CC(N(CC1)C1=C(C(=NN1)C1=CC=NC=C1)C)=O